2,6-di-tertiary butyl-p-isopropyl-phenol C(C)(C)(C)C1=C(C(=CC(=C1)C(C)C)C(C)(C)C)O